COC=1C=C(OCCCN2[C@@H](CCC2)C)C=CC1[N+](=O)[O-] (R)-1-(3-(3-methoxy-4-nitrophenoxy)propyl)-2-methylpyrrolidine